6-chloro-7-fluoro-1-oxo-isoindolin ClC1=CC=C2CNC(C2=C1F)=O